FC(C1=CC=C(OC2=CC=C(C=C2)NC=2C3=C(N=C(N2)N)NC=C3)C=C1)(F)F N4-(4-(4-(trifluoromethyl)phenoxy)phenyl)-7H-pyrrolo[2,3-d]pyrimidin-2,4-diamine